methyl (S)-7-(ethylsulfonamido)-1,2,3-trimethoxy-9-oxo-5,6,7,9-tetrahydrobenzo[a]heptalen-10-carboxylate C(C)S(=O)(=O)N[C@H]1CCC2=C(C3=CC=C(C(C=C13)=O)C(=O)OC)C(=C(C(=C2)OC)OC)OC